1'-(6-amino-5-((2-amino-3-chloropyridin-4-yl)thio)-3-fluoropyrazin-2-yl)-1,3-dihydrospiro[indene-2,4'-piperidin]-1-amine fumarate C(\C=C\C(=O)O)(=O)O.NC1=C(N=C(C(=N1)N1CCC2(CC1)C(C1=CC=CC=C1C2)N)F)SC2=C(C(=NC=C2)N)Cl